C(C)(C)(C)OC(=O)N1CCN(CC1)C=1C=C2C(N(C(C2=CC1)=O)C1C(NC(CC1)=O)=O)=O 4-[2-(2,6-dioxo-3-piperidyl)-1,3-dioxo-isoindolin-5-yl]piperazine-1-carboxylic acid tert-butyl ester